N-(1-(2-chlorophenyl)ethyl)-2-(3-(4-methoxyphenyl)-6-oxopyridazin-1(6H)-yl)acetamide ClC1=C(C=CC=C1)C(C)NC(CN1N=C(C=CC1=O)C1=CC=C(C=C1)OC)=O